CN1N=CC(=C1)NC=1C=2N(N=CC1)C(=CN2)C#C[Si](C)(C)C N-(1-methyl-1H-pyrazol-4-yl)-3-((trimethylsilyl)ethynyl)imidazo[1,2-b]Pyridazin-8-amine